ClC1=C(C=CC=C1)N1C(C=C(C2=CC=C(N=C12)C1CC1)N1C[C@@H](CC1)O)=O (R)-1-(2-chlorophenyl)-7-cyclopropyl-4-(3-hydroxypyrrolidin-1-yl)-1,8-naphthyridin-2(1H)-one